C(C)(C)C12CCCCN2C(C2=C1SC(=C2)C2=NC(=NC=C2C(F)(F)F)NC2CCN(CC2)S(=O)(=O)C)=O 9a-Isopropyl-2-(2-((1-(methylsulfonyl)piperidin-4-yl)amino)-5-(trifluoromethyl)pyrimidin-4-yl)-7,8,9,9a-tetrahydrothieno[2,3-a]indolizin-4(6H)-one